ClC=1C(=CC(=NC1)NC1=NC=CC(=C1)C1CNCCC1)NC1=C(C=CC=C1)P(C)C (2-((5-chloro-2-((4-(piperidin-3-yl)pyridin-2-yl)amino)pyridin-4-yl)amino)phenyl)dimethylphosphine